COCCN1C=NC2=C(C=C(N=C12)N1N=C(C=C1CO)C=1C=C(C=CC1)C)N1CCOCC1 {1-[3-(2-methoxyethyl)-7-morpholino-3H-1,3,4-triazainden-5-yl]-3-(m-tolyl)-5-pyrazolyl}methanol